[Br-].COC=1C=CC2=[N+](C1)CCO2 6-methoxy-2,3-dihydrooxazolo[3,2-a]pyridin-4-ium bromide